methyl (2S,3R)-3-((tert-butyldimethylsilyl)oxy)-2-(4-(isopropylsulfonyl) piperazin-1-yl)butanoate [Si](C)(C)(C(C)(C)C)O[C@@H]([C@@H](C(=O)OC)N1CCN(CC1)S(=O)(=O)C(C)C)C